C=1NC(=CC=C2C1C=CC=C2)C(=O)O [2]Benzazepine-3-carboxylic acid